ClC=1C=C(C=C(C1)F)C1=NC(=CC(=C1)CN1CCC(CC1)CC(=O)O)OC=1C=NC(=NC1)N1CCN(CCC1)C 2-(1-((2-(3-chloro-5-fluorophenyl)-6-((2-(4-methyl-1,4-diazepan-1-yl)pyrimidin-5-yl)oxy)pyridin-4-yl)methyl)piperidin-4-yl)acetic acid